2-(5-Chloro-1-methyl-3-(6-(trifluoromethyl)pyridin-2-yl)-1H-pyrazol-4-yl)-N-(1-(3,3-dimethylbutyl)piperidin-4-yl)acetamide ClC1=C(C(=NN1C)C1=NC(=CC=C1)C(F)(F)F)CC(=O)NC1CCN(CC1)CCC(C)(C)C